O1C(=CC=C1)C(=O)C1=NC(=C2N1C=CC=C2)C2=CC=CC=C2 furan-2-yl(1-phenylimidazo[1,5-a]pyridin-3-yl)methanone